C(C)OC(C(C)=C1CCN(CC1)CC1=CC=CC=C1)=O 2-(1-Benzylpiperidin-4-ylidene)propionic acid ethyl ester